ClC=1C=C(C=CC1Cl)C1=CN(C2=C1C(N(C=C2)CC(=O)N2CC(CC2)F)=O)CCF 3-(3,4-dichlorophenyl)-1-(2-fluoroethyl)-5-(2-(3-fluoropyrrolidin-1-yl)-2-oxoethyl)-1H-pyrrolo[3,2-c]pyridin-4(5H)-one